C[Sn](C1=CC(=NC=N1)CC(=O)N)(C)C (6-(trimethylstannyl)pyrimidin-4-yl)acetamide